N1(N=CC=C1)C1=CC=C(C=N1)N1C(N(C2=C(C1=O)C(=C(S2)C2=CC=C(C=C2)NC(=O)NOC)CN(C)C)CC2=C(C=CC=C2F)F)=O 1-(4-(3-(6-(1H-pyrazol-1-yl)pyrid-3-yl)-1-(2,6-difluorobenzyl)-5-((dimethyl-amino)methyl)-2,4-dioxo-1,2,3,4-tetrahydrothieno[2,3-d]pyrimidin-6-yl)phenyl)-3-methoxyurea